O1C(=CC=C1)CN(C)CC1=NC(=NC(=N1)NC1=CC=C(C=C1)C)N 6-(((furan-2-ylmethyl)(methyl)amino)methyl)-N2-(p-tolyl)-1,3,5-triazine-2,4-diamine